2,2'-methylenebis(aniline) C(C1=C(N)C=CC=C1)C1=C(N)C=CC=C1